FC1=C(C=CC=C1C(F)(F)F)C=1C=C2C(=NC1)N(C(N2CC(=O)N(C)C)=O)C 2-[6-[2-fluoro-3-(trifluoromethyl)phenyl]-3-methyl-2-oxo-imidazo[4,5-b]pyridin-1-yl]-N,N-dimethyl-acetamide